OC1(CC(C1)C(=O)OC)C Methyl 3-hydroxy-3-methylcyclobutane-1-carboxylate